3,4-Bis(hydroxyimino)-5,5-dimethyl-dihydrofuran ON=C1COC(C1=NO)(C)C